6-methoxy-3',4',5',6'-tetrahydrospiro[chroman-2,2'-pyran]-3',5'-diyl diacetate C(C)(=O)OC1C2(OCC(C1)OC(C)=O)OC1=CC=C(C=C1CC2)OC